C(C)(=O)C1=CN(C2=CC=C(C=C12)NS(=O)(=O)C)CC(=O)O 2-(3-acetyl-5-(methylsulfonamido)-1H-indol-1-yl)acetic acid